(6R)-6-{[2-(3-methoxyphenyl)[1,2,4]triazolo[1,5-c]quinazolin-5-yl]amino}-1,4-diazepan-5-one COC=1C=C(C=CC1)C1=NN2C(=NC=3C=CC=CC3C2=N1)N[C@H]1C(NCCNC1)=O